2-(benzylimino)-4-(2,4-difluorophenyl)thiazole C(C1=CC=CC=C1)N=C1SC=C(N1)C1=C(C=C(C=C1)F)F